FC1=C(C=CC=C1F)CN1C(CCC1=O)CC(=O)OCCOC1=CC=CC=C1 2-Phenoxyethyl 2-[1-[(2,3-difluorophenyl)methyl]-5-oxopyrrolidin-2-yl]acetat